(S)-benzyl 4-(7-bromo-6-chloro-2,8-dihydroxyquinazolin-4-yl)-3-methylpiperazine-1-carboxylate BrC1=C(C=C2C(=NC(=NC2=C1O)O)N1[C@H](CN(CC1)C(=O)OCC1=CC=CC=C1)C)Cl